2-(benzo[d]thiazol-2-yl)-1-benzyl-5-(furan-2-ylmethyl)-4-methyl-1H-pyrazolo[4,3-c]pyridine-3,6(2H,5H)-dione S1C(=NC2=C1C=CC=C2)N2N(C=1C(=C(N(C(C1)=O)CC=1OC=CC1)C)C2=O)CC2=CC=CC=C2